C(N)(=O)C1N(CCC1)C(CNC([C@H](CO)NC(OCC1=CC=CC=C1)=O)=O)=O benzyl ((2s)-1-((2-(2-carbamoylpyrrolidin-1-yl)-2-oxoethyl)amino)-3-hydroxy-1-oxopropan-2-yl)carbamate